3-(2-Methyl-2,3,3a,7a-tetrahydrobenzo-furan-5-yl)-2-(2-methylpyridin-4-yl)imidazo[1,2-a]pyrimidine CC1OC2C(C1)C=C(C=C2)C2=C(N=C1N2C=CC=N1)C1=CC(=NC=C1)C